CN1C(C(C2=CC=CC=C12)=CNN)=O 1-methyl-3-hydrazinomethyleneoxindole